(4,4-dicyano-3,3-bis(methylthio)butanoyl)piperidine-1-carboxylic acid tert-butyl ester C(C)(C)(C)OC(=O)N1C(CCCC1)C(CC(C(C#N)C#N)(SC)SC)=O